C1(CCCC1)N1N=C(C2=CC=C(C=C12)COC1=CC=C(C=C1)[C@H](CC(=O)O)C)C1=CC(=C(C(=C1)Cl)CO)Cl (S)-3-(4-((1-cyclopentyl-3-(3,5-dichloro-4-(hydroxymethyl)phenyl)-1H-indazol-6-yl)methoxy)phenyl)butanoic acid